N-(4-carboxy-3-hydroxy-phenyl)maleimide C(=O)(O)C1=C(C=C(C=C1)N1C(C=CC1=O)=O)O